(R)-methyl 3-(N-(2-(3-hydroxypiperidin-1-yl)-5-(methylsulfonyl) phenyl) sulfamoyl)-4-methoxybenzoate O[C@H]1CN(CCC1)C1=C(C=C(C=C1)S(=O)(=O)C)NS(=O)(=O)C=1C=C(C(=O)OC)C=CC1OC